O1C2=C(CC1)C=C1CCCC1=C2NC(C(C)(C)C)=O N-(3,5,6,7-tetrahydro-2H-indeno[5,6-b]furan-8-yl)pivalamide